P(=O)([O-])([O-])O.[Ca+2] monocalcium orthophosphate